N,N'-methylenebis(oleamide) C(NC(CCCCCCC\C=C/CCCCCCCC)=O)NC(CCCCCCC\C=C/CCCCCCCC)=O